BrCC=1C=C2C=CN(C2=CC1C(F)(F)F)S(=O)(=O)C1=CC=CC=C1 5-(bromomethyl)-1-(benzenesulfonyl)-6-(trifluoromethyl)-1H-indole